C(C#CC)(=O)N[C@@H]1C[C@H](CCC1)C1=C2C(=C(NC2=C(C=C1F)C(=O)N)C)Cl trans-4-(3-(but-2-ynamido)cyclohexyl)-3-chloro-5-fluoro-2-methyl-1H-indole-7-carboxamide